3-fluoro-4-({2-oxo-7-(3-pyridazinyloxy)-2H,3H-spiro[1,3-benzoxazine-4,1'-cyclobutan]-3-yl}methyl)-2-pyridylamine FC=1C(=NC=CC1CN1C(OC2=C(C=CC(=C2)OC=2N=NC=CC2)C12CCC2)=O)N